(R)-N-(1-(4-bromophenyl)ethyl)-N-methyltetrahydro-2H-thiopyran-4-carboxamide 1,1-dioxide BrC1=CC=C(C=C1)[C@@H](C)N(C(=O)C1CCS(CC1)(=O)=O)C